2-(naphthalene-2-yl)-5,6,7,8-tetrahydro-10H-oxazolo[5,4-D]pyrido[1,2-a]pyrimidine-10-one C1=C(C=CC2=CC=CC=C12)C=1OC=2N=C3N(C(C2N1)=O)CCCC3